N[C@@H]1CN(CCC1)C1=C(C=NC(=C1)NC1=CC=C2C(=N1)N(N=C2)C(C)C)C=2C=NC(=CC2)CN2CCN(CC2)C (S)-N-(4-(3-Aminopiperidin-1-yl)-6'-((4-methylpiperazin-1-yl)methyl)-[3,3'-bipyridin]-6-yl)-1-isopropyl-1H-pyrazolo[3,4-b]pyridin-6-amine